4-{6-[2-(5,7-Difluoro-2,4-dimethyl-indol-1-yl)-ethylamino]-pyrimidin-4-yl}-2-difluoromethoxy-benzoic acid FC=1C(=C2C=C(N(C2=C(C1)F)CCNC1=CC(=NC=N1)C1=CC(=C(C(=O)O)C=C1)OC(F)F)C)C